dec-3-enoic acid (E)-methyl ester COC(C\C=C\CCCCCC)=O